2-hexylidenecyclopentanone C(CCCCC)=C1C(CCC1)=O